2-(5-bromo-6-chloropyridin-3-yl)acetonitrile BrC=1C=C(C=NC1Cl)CC#N